CC(C(=O)OCC(CC[C@@H]1C(NCC1)=O)=O)(C)C 2-oxo-4-[(3S)-2-oxopyrrolidin-3-yl]Butyl 2,2-dimethylpropionate